5-methoxy-2-[(cis)-3-(benzyloxy)cyclobutyl]-2H-indazole COC1=CC2=CN(N=C2C=C1)[C@@H]1C[C@@H](C1)OCC1=CC=CC=C1